C(C)(=O)[O-].C1(=CC=CC=C1)P(C1=CC=CC=C1)C1=CC=CC=C1.C1(=CC=CC=C1)P(C1=CC=CC=C1)C1=CC=CC=C1.[Pd+2].C(C)(=O)[O-] palladium (II) bis(triphenylphosphine) acetate